dihydropyrido[4,3-d]pyrimidine-6(5H)-carboxylate N1CN=CC2=C1C=CN(C2)C(=O)[O-]